1-(5-((2-methoxyphenyl)thio)-1H-imidazo[4,5-b]pyrazin-2-yl)-4-methylpiperidin-4-amine COC1=C(C=CC=C1)SC=1N=C2C(=NC1)NC(=N2)N2CCC(CC2)(N)C